(R)-5-fluoro-3-((6-fluoro-2-methylpyridin-3-yl)oxy)-N-(3-(S-methylamino-sulfinyl)phenyl)-2-(trifluoromethyl)isonicotinamide FC1=CN=C(C(=C1C(=O)NC1=CC(=CC=C1)[S@@](=O)NC)OC=1C(=NC(=CC1)F)C)C(F)(F)F